Methyl (1R,4r)-4-(3-(((R)-2-(3-fluorophenyl)-2-hydroxyethyl)amino)-3-methylbutyl)cyclohexane-1-carboxylate FC=1C=C(C=CC1)[C@H](CNC(CCC1CCC(CC1)C(=O)OC)(C)C)O